7-((((Benzyloxy)carbonyl)amino)methyl)-7-(thiophen-3-yl)-3-azabicyclo[4.1.0]heptan-3-ium chloride [Cl-].C(C1=CC=CC=C1)OC(=O)NCC1(C2CC[NH2+]CC12)C1=CSC=C1